(R)- or (S)-5-(2'-Methoxy-4'-methyl-3,4,5,6-tetrahydro-2H-[1,3']bipyridinyl-4-yl)-2,4-dimethyl-7-(2-trifluoromethyl-benzyl)-2,4,5,7-tetrahydro-pyrazolo[3,4-d]pyrimidin-6-one COC1=NC=CC(=C1N1CCC(CC1)N1C(N(C=2C([C@H]1C)=CN(N2)C)CC2=C(C=CC=C2)C(F)(F)F)=O)C |o1:19|